2-(4-(3-phenylpropoxy)phenyl)ethan-1-ol C1(=CC=CC=C1)CCCOC1=CC=C(C=C1)CCO